mono-sodium mono-hydrate O.[Na]